C1(=CC=CC=C1)OC(=O)C=1N=C(C=2N(C1)C=C(N2)C21COC(C2)(C1)C)OCC 8-ethoxy-2-(1-methyl-2-oxabicyclo[2.1.1]hex-4-yl)imidazo[1,2-a]pyrazine-6-carboxylic acid phenyl ester